BrCCCOC1=C2C=CC(OC2=CC2=C1CCO2)=O 4-(3-Bromopropoxy)-2,3-dihydro-7H-furo[3,2-g]chromen-7-one